C(N)(=N)C=1C=C(SC1)CNC(=O)[C@H]1N([C@H]2C[C@]2(C1)C)C(CNC(CCCOC=1C=C(C(=O)O)C=CC1)=O)=O 3-(4-((2-((1S,3S,5S)-3-(((4-carbamimidoylthiophen-2-yl)methyl)carbamoyl)-5-methyl-2-azabicyclo[3.1.0]hexan-2-yl)-2-oxoethyl)amino)-4-oxobutoxy)benzoic acid